2-(4-(8-amino-5-(4-aminocyclohex-1-en-1-yl)-3-methylimidazo[1,5-a]pyrazin-1-yl)naphthalen-1-yl)-N-(3-(trifluoromethyl)phenyl)acetamide NC=1C=2N(C(=CN1)C1=CCC(CC1)N)C(=NC2C2=CC=C(C1=CC=CC=C21)CC(=O)NC2=CC(=CC=C2)C(F)(F)F)C